4-(7-tert-butoxycarbonyl-2,7-diazaspiro[3.5]nonan-2-yl)benzoic acid C(C)(C)(C)OC(=O)N1CCC2(CN(C2)C2=CC=C(C(=O)O)C=C2)CC1